fumaric acid stearyl ester sodium [Na].C(CCCCCCCCCCCCCCCCC)OC(\C=C\C(=O)O)=O